[Tc].FC(C(C(F)F)(O)C1=CC=C(C=2N1N=CN2)C=2C=1N(C(=NC2)NCC2=C(C=CC3=C2CCO3)F)C=NN1)F 1,1,3,3-tetrafluoro-2-(8-(5-(((5-fluoro-2,3-dihydrobenzofuran-4-yl)methyl)amino)-[1,2,4]triazolo[4,3-c]pyrimidin-8-yl)-[1,2,4]triazolo[1,5-a]pyridin-5-yl)propan-2-ol Technetium